Cl.N[C@@H](C(=O)N(C)C)C |r| (±)-2-amino-N,N-dimethylpropanamide hydrochloride